2,3-dihydro-1H-inden-1-one-3-d1 C1(CC(C2=CC=CC=C12)[2H])=O